FC=1C=C(C=C(C1)OC)C(CO)[C@](C(=O)N)(C)N1C(N2C(C1)=CC(=C2)C2=NC(=NC=C2C)NC2=CC=NN2C)=O (S)-1-(3-fluoro-5-methoxyphenyl)-2-hydroxyethyl-2-(6-(5-methyl-2-((1-methyl-1H-pyrazol-5-yl)amino)pyrimidin-4-yl)-3-oxo-1H-pyrrolo[1,2-c]imidazol-2(3H)-yl)propanamide